N-Fmoc-1,3-diaminopropane C(=O)(OCC1C2=CC=CC=C2C2=CC=CC=C12)NCCCN